6-chloro-1H-pyrrolo[3,2-c]pyridine-2-carbonitrile ClC1=CC2=C(C=N1)C=C(N2)C#N